amino-1,1,1-trifluoro-2-methylpropan-2-ol hydrochloride Cl.NCC(C(F)(F)F)(O)C